4-chlorobenzoyl-5-methoxy-2-methyl-1H-indole-3-acetic acid carboxymethyl ester C(=O)(O)COC(CC1=C(N(C2=CC=C(C=C12)OC)C(C1=CC=C(C=C1)Cl)=O)C)=O